C(CC=C)[Si](CCCO)(C)C 3-(3-buten-1-yldimethylsilyl)-1-propanol